3-((5-bromo-6-fluorobenzo[d]isoxazol-3-yl)amino)propanenitrile BrC=1C(=CC2=C(C(=NO2)NCCC#N)C1)F